[N+](=O)([O-])C1=C(CBr)C=CC(=C1)[N+](=O)[O-] 2,4-dinitrobenzyl bromide